O1C(=NC2=C1C=CC=C2)[C@H]2N(CC=1NC=NC12)C(=O)C1=CC=NN1C(F)F (S)-(4-(benzo[d]oxazol-2-yl)-4,6-dihydropyrrolo[3,4-d]imidazol-5(1H)-yl)(1-(difluoromethyl)-1H-pyrazol-5-yl)methanone